ClC1=CC=C(CC=2C=C(C(NN2)=O)O)C=C1 6-(4-chlorobenzyl)-4-hydroxypyridazin-3(2H)-one